N-palmitoyl-homocysteine ammonium salt [NH4+].C(CCCCCCCCCCCCCCC)(=O)N[C@@H](CCS)C(=O)[O-]